4-(p-tolyl)picolinaldehyde C1(=CC=C(C=C1)C1=CC(=NC=C1)C=O)C